normal hentriacontane CCCCCCCCCCCCCCCCCCCCCCCCCCCCCCC